FC(C1=NC(=CC=C1OC[C@@](CC(C)C)(N)C)C1=CN(C2=NC=CC(=C21)OC)S(=O)(=O)C2=CC=C(C)C=C2)F (R)-1-{[2-(difluoromethyl)-6-(4-methoxy-1-tosyl-1H-pyrrolo[2,3-b]pyridin-3-yl)pyridin-3-yl]oxy}-2,4-dimethylpentan-2-amine